C(CCCC)OCOCCCC(CC(CC(CC(CC(CC(CC(CCCI)C)C)C)C)C)C)C 19-iodo-4,6,8,10,12,14,16-heptamethylnonadecyl pentyloxymethyl ether